tert-butyl (3S)-9-cyano-10-nitro-2,3,5,6-tetrahydro-4H-3,7-methanobenzo[b][1,4,7]oxadiazonine-4-carboxylate C(#N)C1=CC2=C(OC[C@H]3N(CCN2C3)C(=O)OC(C)(C)C)C=C1[N+](=O)[O-]